salicylic acid monomethyl ester COC(C=1C(O)=CC=CC1)=O